5-hexenyltris(trimethylsiloxy)silane C(CCCC=C)[Si](O[Si](C)(C)C)(O[Si](C)(C)C)O[Si](C)(C)C